(1S,3R)-3-(3-{[(3,5-difluorophenyl)acetyl]amino}-1H-pyrazol-5-yl)cyclopentyl [(3ξ)-tetrahydro-2H-pyran-3-ylmethyl]carbamate O1CC(CCC1)CNC(O[C@@H]1C[C@@H](CC1)C1=CC(=NN1)NC(CC1=CC(=CC(=C1)F)F)=O)=O